2-(6-(4-(7H-pyrrolo[2,3-d]pyrimidin-4-yl)-1H-pyrazol-1-yl)-2-(ethylsulfonyl)-2-azaspiro[3.3]hept-6-yl)acetonitrile N1=CN=C(C2=C1NC=C2)C=2C=NN(C2)C2(CC1(CN(C1)S(=O)(=O)CC)C2)CC#N